C(C)(C)(C)C1=CC=C2OC=3C=CC=4C(N(C(C5=CC=C(C3C45)C2=C1)=O)CCCO)=O 9-(tert-butyl)-2-(3-hydroxypropyl)-1H-xantheno[2,1,9-def]isoquinoline-1,3(2H)-dione